tert-butyl 4,4-difluoro-2-(1-(3-fluoro-5-nitropyridin-2-yl)-1H-1,2,4-triazol-3-yl)piperidine-1-carboxylate FC1(CC(N(CC1)C(=O)OC(C)(C)C)C1=NN(C=N1)C1=NC=C(C=C1F)[N+](=O)[O-])F